ClC1=NN=CC2=C3C(=CC=C12)C(=C(O3)C)C 6-chloro-2,3-dimethylfuro[2,3-f]phthalazine